COC(C1=C(C=C(C(=C1)Cl)NC(C)=O)OCCBr)=O 4-acetamido-2-(2-bromoethoxy)-5-chlorobenzoic acid methyl ester